ClC1=NC=C(C(=N1)OC1=NC=2C=CC3=C(C2C=C1)C1=C(S3)C(NC3CCN1C3)=O)COCC 3-((2-Chloro-5-(ethoxymethyl)pyrimidin-4-yl)oxy)-9,10,11,12-tetrahydro-8H-10,13-methano[1,5]diazocino[2',3':4,5]thieno[3,2-f]quinolin-8-one